chloro-7,7-dimethyl-9-(1H-pyrazol-4-yl)indolo[1,2-a]quinazolin-5(7H)-one ClC1=CC=CC=2C(N=C3N(C12)C1=CC=C(C=C1C3(C)C)C=3C=NNC3)=O